1-(2-(1-acetylpiperidin-4-yl)ethyl)-4-chloro-N-(5-((2-fluorophenyl)ethynyl)-3-methylpyridin-2-yl)-1H-pyrazole-5-carboxamide C(C)(=O)N1CCC(CC1)CCN1N=CC(=C1C(=O)NC1=NC=C(C=C1C)C#CC1=C(C=CC=C1)F)Cl